7-acetyl-3-(3-aminobenzyl)-5-methyl-3,5,6,7,8,9-hexahydro-4H-pyrido[4',3':4,5]pyrrolo[2,3-d]pyridazin-4-one C(C)(=O)N1CC2=C(C3=C(C(N(N=C3)CC3=CC(=CC=C3)N)=O)N2C)CC1